3-Amino-4-(7-fluoro-1H-indazol-4-yl)-6,8-dimethyl-1H-1,5-naphthyridin-2-one NC=1C(NC2=C(C=C(N=C2C1C1=C2C=NNC2=C(C=C1)F)C)C)=O